3-methyl-N-(7-methyl-[1,2,4]triazolo[1,5-a]pyridin-6-yl)-1-(2-methyltetrahydro-2H-pyran-4-yl)-1H-pyrazolo[3,4-d]pyrimidin-6-amine CC1=NN(C2=NC(=NC=C21)NC=2C(=CC=1N(C2)N=CN1)C)C1CC(OCC1)C